C(C)(=O)O[C@H]1CC(C([O-])=O)(O)O[C@H]([C@@H]1NC(C)=O)[C@H](O)[C@H](O)CO 4-O-acetyl-N-acetylneuraminate